CC1=NC(=CC=C1C1=C(C(=C(C(=C1N1C2=C(C=3C=CC=CC13)C=NC=C2)C=2C=NC=CC2)N2C1=C(C=3C=CC=CC23)C=NC=C1)N1C2=C(C=3C=CC=CC13)C=NC=C2)N2C1=C(C=3C=CC=CC23)C=NC=C1)C 5,5',5'',5'''-(4-(2,6-dimethylpyridin-3-yl)-6-(pyridin-3-yl)benzene-1,2,3,5-tetrayl)tetrakis(5H-pyrido[4,3-b]indole)